1-(tert-butyl) 3-(4-isopropylbenzyl) (S)-piperidine-1,3-dicarboxylate N1(C[C@H](CCC1)C(=O)OCC1=CC=C(C=C1)C(C)C)C(=O)OC(C)(C)C